1-[2-(dimethylamino)ethyl]indazole-4-carboxylic Acid CN(CCN1N=CC=2C(=CC=CC12)C(=O)O)C